C(#N)C1=C(C=CC(=N1)N1CN(CC1)C(=O)OC(C)(C)C)N=CN(C)C tert-Butyl 3-(6-cyano-5-(((dimethylamino)methylene)amino)pyridin-2-yl)imidazolidine-1-carboxylate